C(C1=CC=CC=C1)N(C(C#CC1=CC=C(C=C1)C)=O)C1=NOC(=N1)C1=CC=CC=C1 N-benzyl-N-(5-phenyl-1,2,4-oxadiazol-3-yl)-3-(p-tolyl)propiolamide